6-(1-((1,5-dimethyl-1H-pyrazol-4-yl)sulfonyl)-2-methylpiperidin-4-yl)-7-methyl-[1,2,4]triazolo[1,5-a]pyridine CN1N=CC(=C1C)S(=O)(=O)N1C(CC(CC1)C=1C(=CC=2N(C1)N=CN2)C)C